4-[[5-[5-(4-hydroxycyclohexoxy)-2-methyl-4-pyridyl]pyrazolo[1,5-a]pyridin-2-yl]amino]-2,6-dimethoxy-N,N-dimethyl-benzamide OC1CCC(CC1)OC=1C(=CC(=NC1)C)C1=CC=2N(C=C1)N=C(C2)NC2=CC(=C(C(=O)N(C)C)C(=C2)OC)OC